ethyl 2-(1-(5-(2H-1,2,3-triazol-2-yl)pyridin-2-yl)ethyl)oxazole-4-carboxylate N=1N(N=CC1)C=1C=CC(=NC1)C(C)C=1OC=C(N1)C(=O)OCC